2-amino-N-(p-tolyl)benzamide NC1=C(C(=O)NC2=CC=C(C=C2)C)C=CC=C1